[Si](C1=CC=CC=C1)(C1=CC=CC=C1)(C(C)(C)C)OC[C@H]1CCCC(N1)=O (R)-6-(((tert-butyldiphenylsilyl)oxy)methyl)piperidin-2-one